5-(4-((tert-butyldimethylsilyl)oxy)-3,3-dimethylpiperidin-1-yl)thiazolo[5,4-b]pyridin-2-amine [Si](C)(C)(C(C)(C)C)OC1C(CN(CC1)C1=CC=C2C(=N1)SC(=N2)N)(C)C